5-(1-(2,2-difluoroethyl)-4-fluoro-2-methyl-1H-benzo[d]imidazol-6-yl)-6-fluoro-N-((3R,4R)-3-fluoro-1-(oxetan-3-yl-3-d)piperidin-4-yl)-4-methoxypyrrolo[2,1-f][1,2,4]triazin-2-amine FC(CN1C(=NC2=C1C=C(C=C2F)C=2C(=CN1N=C(N=C(C12)OC)N[C@H]1[C@@H](CN(CC1)C1(COC1)[2H])F)F)C)F